C[Si](C)(SCCCS[Si](C)(C)C)C 2,2,8,8-tetramethyl-3,7-dithia-2,8-disilanonane